4-(isopropoxy)cyclohexanone C(C)(C)OC1CCC(CC1)=O